dihydroxyl-3,5-cyclohexadiene-1,4-dicarboxylic acid OC1(C(C=CC(=C1)C(=O)O)C(=O)O)O